C(C)(=O)OCCC(N)=O carbamoylethyl acetate